NC1=CC=C(C=N1)C=CC(=O)NCC=1OC2=C(C1)C=C(C=C2C(F)(F)F)C2=NC=C(C=C2)C(=O)N2CC(CC2)F 3-(6-aminopyridin-3-yl)-N-((5-(5-(3-fluoropyrrolidine-1-carbonyl)pyridin-2-yl)-7-(trifluoromethyl)benzofuran-2-yl)methyl)acrylamide